CC1=CCC(=CC1)C(C)C 1-methyl-4-(1-methylethyl)-1,4-cyclohexadiene